ClC=1C(=CC(=C(C1)C=1NC=2C=CN=C(C2C(C1)=O)C(=O)N)C)C1(CC1)C 2-[5-chloro-2-methyl-4-(1-methylcyclopropyl)phenyl]-4-oxo-1H-1,6-naphthyridine-5-carboxamide